1-(4-((6-amino-5-cyano-2-(methylthio)pyrimidin-4-yl)oxy)-2-fluorophenyl)-3-(3-(tert-butyl)-1-phenyl-1H-pyrazol-5-yl)urea NC1=C(C(=NC(=N1)SC)OC1=CC(=C(C=C1)NC(=O)NC1=CC(=NN1C1=CC=CC=C1)C(C)(C)C)F)C#N